COC(/C(=N/OC)/C1=C(C(=CC=C1)Cl)CO\N=C(/COC)\C1=CC=CC=C1)=O methyl-(2E)-2-[3-chloro-2-[[(Z)-(2-methoxy-1-phenyl-ethylidene)amino]oxy-methyl]phenyl]-2-methoxyimino-acetate